sodium naphthylacetate salt C1(=CC=CC2=CC=CC=C12)CC(=O)[O-].[Na+]